BrCC1=NOC(N1)=O 3-(bromomethyl)-1,2,4-oxadiazol-5(4H)-one